C1=NC=CC2=CC=CC(=C12)NC(OC(C)(C)C)=O tert-butyl isoquinolin-8-ylcarbamate